2-(3-(azetidin-3-yl(4-methyl-4H-1,2,4-triazol-3-yl)methyl)phenyl)-6-(((1-methylcyclobutyl)amino)methyl)-4-(trifluoromethyl)isoindolin-1-one trifluoroacetate FC(C(=O)O)(F)F.N1CC(C1)C(C=1C=C(C=CC1)N1C(C2=CC(=CC(=C2C1)C(F)(F)F)CNC1(CCC1)C)=O)C1=NN=CN1C